(1R,5S,6s)-6-(6-(phenylamino)picolinamido)-3-azabicyclo[3.1.0]hexane-3-carboxylate C1(=CC=CC=C1)NC1=CC=CC(=N1)C(=O)NC1[C@@H]2CN(C[C@H]12)C(=O)[O-]